2-(2-bromo-5-ethyl-7-oxo-6-(piperazin-1-yl)thiazolo[5,4-b]pyridin-4(7H)-yl)acetic acid trifluoroacetate FC(C(=O)O)(F)F.BrC=1SC=2N(C(=C(C(C2N1)=O)N1CCNCC1)CC)CC(=O)O